3-methoxy-N-methyl-4-{[3-(4-{[(1S,4S)-4-[(2-methoxyethyl)(methyl)amino]cyclohexyl]amino}-1-(2,2,2-trifluoroethyl)-1H-indol-2-yl)prop-2-yn-1-yl]amino}benzamide COC=1C=C(C(=O)NC)C=CC1NCC#CC=1N(C2=CC=CC(=C2C1)NC1CCC(CC1)N(C)CCOC)CC(F)(F)F